tert-butyl (3S)-3-(diisopropylcarbamoyl)-3,4-dihydro-1H-isoquinoline-2-carboxylate C(C)(C)N(C(=O)[C@H]1N(CC2=CC=CC=C2C1)C(=O)OC(C)(C)C)C(C)C